O1C2=CC=C1C(=O)OCCCCOC2=O tetramethylene 2,5-furan-dicarboxylate